ClC1=CC(=C(C=C1)O)/C=N/C(CO)(C)C (E)-4-chloro-2-{[(1-hydroxy-2-methylpropane-2-yl)imino]methyl}phenol